bromo-3-chloro-5-fluorobenzene BrC1=CC(=CC(=C1)F)Cl